p-bromobenzoate BrC1=CC=C(C(=O)[O-])C=C1